N=1OC=C2C1C(CC2)N2C(C1=CC=CC=C1C2=O)=O 2-(5,6-dihydro-4H-cyclopenta[c]isoxazol-6-yl)isoindoline-1,3-dione